C(C)(C)(C)OC(=O)NCCN1N=CC(=C1)C(=O)O 1-(2-{[(tert-butoxy)carbonyl]amino}ethyl)-1H-pyrazole-4-carboxylic acid